8-benzoisoquinoline C1=CN=CC=2C=CC=3C=CC=CC3C21